1-((1S,4aS,4bR,6aS,8R,10aS,10bR,12aS)-8-(ethoxymethyl)-8-hydroxy-12a-methyloctadecahydrochrysen-1-yl)ethan-1-one C(C)OC[C@@]1(C[C@@H]2CC[C@H]3[C@@H]4CCC[C@@H]([C@]4(CC[C@@H]3[C@H]2CC1)C)C(C)=O)O